C(#N)C1=CC(=C(OC=2C3=C(N=C(N2)NC2=CC=C(C=C2)C#N)CCN(C3)C([C@H](CC3=CC=CC=C3)NC(O)=O)=O)C(=C1)C)C (S)-(1-(4-(4-cyano-2,6-dimethylphenoxy)-2-((4-cyanophenyl)amino)-7,8-dihydropyrido[4,3-d]pyrimidin-6(5H)-yl)-1-oxo-3-phenylpropan-2-yl)carbamic acid